C(#N)/C(/C(=O)N[C@H](C)C1=CC(=C(C=C1)OC)OC)=C\C1=CNC2=NC=C(C=C21)C (R,E)-2-cyano-N-(1-(3,4-dimethoxyphenyl)ethyl)-3-(5-methyl-1H-pyrrolo[2,3-b]pyridin-3-yl)acrylamide